FC1=C(C(=CC=C1)OC)N1N=C2C(=CC1=O)NN=C2C=2C=NN(C2)C2CCN(CC2)C 5-(2-fluoro-6-methoxyphenyl)-3-(1-(1-methylpiperidin-4-yl)-1H-pyrazol-4-yl)-1H-pyrazolo[4,3-c]pyridazin-6(5H)-one